O1CC(C1)N1CC2C(C1)CC(C2)C2N1C(C3=CC=CC=C23)=CN=C1 5-(2-(oxetan-3-yl)octahydrocyclopenta[c]pyrrol-5-yl)-5H-imidazo[5,1-a]isoindole